1,N1-dimethyl-diethylenetriamine CN(CCNCCN)C